1,3-bis(hydroxyethyl)-cyclohexane OCCC1CC(CCC1)CCO